C(C)N(CCN(CCOC(N(CCCCC(=O)OCC(CCCCCC)CCCCCC)CCCCCC)=O)CCOC(N(CCCCC(=O)OCC(CCCCCC)CCCCCC)CCCCCC)=O)CC Bis(2-hexyloctyl) 11-(2-(diethylamino)ethyl)-6,16-dihexyl-7,15-dioxo-8,14-dioxa-6,11,16-triazahenicosanedioate